FC(C=1N=C2N(N=C(C(=C2C)C)N2CC=3C=C(C=NC3CC2)C=2C=NN(C2)C2=C(C=CC=C2)F)C(C1)=O)F 2-(difluoromethyl)-7-(3-(1-(2-fluorophenyl)-1H-pyrazol-4-yl)-7,8-dihydro-1,6-naphthyridin-6(5H)-yl)-8,9-dimethyl-4H-pyrimido[1,2-b]pyridazin-4-one